3-((3-(1,1-Dioxidothiomorpholine-4-carbonyl)-5-phenylpiperidin-1-yl)sulfonyl)benzonitrile O=S1(CCN(CC1)C(=O)C1CN(CC(C1)C1=CC=CC=C1)S(=O)(=O)C=1C=C(C#N)C=CC1)=O